1-(1-(3-bromo-2-fluorophenyl)-3-methyl-1H-1,2,4-triazol-5-yl)-N-methyl-methylamine BrC=1C(=C(C=CC1)N1N=C(N=C1CNC)C)F